1-(6-Chloro-4-(2-methoxyethoxy)pyridin-2-yl)ethan-1-one ClC1=CC(=CC(=N1)C(C)=O)OCCOC